piperazineamidoate N1(CCNCC1)C(=O)N